1,4-Bis(dimethylamino)butan CN(CCCCN(C)C)C